2-(4-((4-(1H-imidazol-4-yl)phenoxy)methyl)phenylsulfonyl)acetonitrile N1C=NC(=C1)C1=CC=C(OCC2=CC=C(C=C2)S(=O)(=O)CC#N)C=C1